2-bromo-6-(3,4-dimethoxyphenyl)pyrazine BrC1=NC(=CN=C1)C1=CC(=C(C=C1)OC)OC